C(C)C=1C(=C(C=C(C1)N1C[C@H](OCC1)C)N1C(N(C=C1)CC=1C=NN(C1)CC)=O)F 1-{3-ethyl-2-fluoro-5-[(2R)-2-methylmorpholin-4-yl]phenyl}-3-[(1-ethyl-1H-pyrazol-4-yl)methyl]-1,3-dihydro-2H-imidazol-2-one